C1(CCCCC1)P(I)C1CCCCC1 dicyclohexyliodophosphine